(1S,2S)-2-amino-1-(4-nitrophenyl)propane N[C@H](CC1=CC=C(C=C1)[N+](=O)[O-])C